[Na+].C(CCCCCCCCCCC)(=O)N(CC(=O)[O-])C N-Lauroyl-N-methylglycine-sodium salt